NC1=NC=2C=C(C(=CC2C2=C1COC2)C(=O)N2[C@@H](COC[C@@H]2C2=NC=C(C=C2)C(F)(F)F)C)Cl (4-amino-7-chloro-1,3-dihydrofuro[3,4-c]quinolin-8-yl)((3R,5S)-3-methyl-5-(5-(trifluoromethyl)-2-pyridinyl)-4-morpholinyl)methanone